9,9-bis(4-tert-butylphenyl)-fluorene C(C)(C)(C)C1=CC=C(C=C1)C1(C2=CC=CC=C2C=2C=CC=CC12)C1=CC=C(C=C1)C(C)(C)C